CN(CCCNC(=O)C1=CN(C(C=2C=C3C(=NC12)C(=CC=C3)C)=O)C)C N-(3-(dimethylamino)propyl)-2,6-dimethyl-1-oxo-1,2-dihydrobenzo[b][1,6]naphthyridine-4-formamide